monohydroxyethyl terephthalate C(C1=CC=C(C(=O)[O-])C=C1)(=O)OCCO